2-chloro-5-(5-methylimidazol-1-yl)benzaldehyde ClC1=C(C=O)C=C(C=C1)N1C=NC=C1C